N1(CC1)CCC(=O)OCC(COC(CCN1CC1)=O)(COC(CCN1CC1)=O)CO pentaerythritol tris-[3-(1-aziridinyl) propionate]